(E)-6,6-dimethyl-2-heptene CC(CC/C=C/C)(C)C